7-(3-(diethylamino)propoxy)-6-methoxy-2-(4-methyl-1,4-diazepan-1-yl)-N-(1-methylpiperidin-4-yl)quinazolin-4-amine C(C)N(CCCOC1=C(C=C2C(=NC(=NC2=C1)N1CCN(CCC1)C)NC1CCN(CC1)C)OC)CC